5-chloro-N'-hydroxy-3-(4-methoxyphenyl)sulfinyl-pyridine-2-carboxamidine ClC=1C=C(C(=NC1)C(=NO)N)S(=O)C1=CC=C(C=C1)OC